methyl 7-(bis(t-butoxycarbonyl) amino)-5-butoxypyrazolo[1,5-C]pyrimidine-3-carboxylate C(C)(C)(C)OC(=O)N(C1=NC(=CC=2N1N=CC2C(=O)OC)OCCCC)C(=O)OC(C)(C)C